3-(4-{[(4-hydroxy-3-methoxyphenyl)methyl] carbamoyl} pyridin-2-yl)phenyl 2-methylpropanoate CC(C(=O)OC1=CC(=CC=C1)C1=NC=CC(=C1)C(NCC1=CC(=C(C=C1)O)OC)=O)C